FC1=CC(=C(C=C1)NC1=NNC=C1C=O)[N+](=O)[O-] (4-Fluoro-2-nitrophenyl)aminopyrazole-4-carbaldehyde